S1C=NC(=C1)C1=CC=C(C=C1)CN (4-(thiazol-4-yl)phenyl)methylamine